FC1=CC=C(C=C1)CCC=1C(=C(C2=C([C@@H]3CCCN3C2=O)N1)C1=CC=C(S1)C(=O)O)[N+](=O)[O-] 5-[(9aS)-2-[2-(4-fluorophenyl)ethyl]-3-nitro-5-oxo-7,8,9,9a-tetrahydropyrido[2,3-a]pyrrolizin-4-yl]thiophene-2-carboxylic acid